(4-bromo-phenyl)-acetic acid ethyl ester C(C)OC(CC1=CC=C(C=C1)Br)=O